FC1=C(CNC(=O)C=2C(C(=C3N([C@@H]4CCC[C@H](N(C3=O)C4)C)C2)O)=O)C=CC(=C1)F (3R,7R)-N-(2,4-difluorobenzyl)-12-hydroxy-3-methyl-1,11-dioxo-1,4,5,6,7,11-hexahydro-3H-2,7-methanopyrido[1,2-a][1,4]diazonine-10-carboxamide